C1(CC1)CNCC(=O)OC Methyl 2-[(cyclopropylmethyl)amino]acetate